CN1CC2(CN(C2)CC=2C=CC(=NC2)N2CN=CC=C2)C1 N-(5-((6-methyl-2,6-diazaspiro[3.3]heptan-2-yl)methyl)pyridin-2-yl)pyrimidin